S1C=NC2=C1C=CC(=C2)NC2=C1C(=NC=C2)SC(=C1)C1=CCCN([C@H]1C)C(COC)=O (S)-1-(5-(4-(benzo[d]thiazol-5-ylamino)thieno[2,3-b]pyridin-2-yl)-6-methyl-3,6-dihydropyridin-1(2H)-yl)-2-methoxyethan-1-one